1-(1-methyl-1H-pyrazol-5-yl)-3-(4-(4-morpholinyl-6-(5-(morpholinomethyl)thiophen-2-yl)-1,3,5-triazin-2-yl)phenyl)urea CN1N=CC=C1NC(=O)NC1=CC=C(C=C1)C1=NC(=NC(=N1)N1CCOCC1)C=1SC(=CC1)CN1CCOCC1